C(O)(O)=O.N1CC(CCC1)CBr 3-piperidinylmethyl bromide hydrogencarbonate